CC1=C(N)C=CC(=C1)C=1N=CN(C1)C1=CC=C(C=C1)OC(F)(F)F 2-methyl-4-(1-(4-(trifluoromethoxy)phenyl)-1H-imidazol-4-yl)aniline